3-bromo-1-(3-chloro-2-pyridyl)-4,5-dihydro-1H-pyrazole-5-carboxylic acid BrC1=NN(C(C1)C(=O)O)C1=NC=CC=C1Cl